FC1=C(C=C(C=C1)NC(=O)NC1=CC=C(C=C1)OC1=NC=NC2=CC(=C3C(=C12)OCCO3)OCCCN3CCOCC3)C(F)(F)F 1-(4-fluoro-3-(trifluoromethyl)phenyl)-3-(4-((5-(3-morpholinopropoxy)-2,3-dihydro-[1,4]dioxino[2,3-f]quinazolin-10-yl)oxy)phenyl)urea